(2S)-1-(3-(3-morpholino-5a,6,8,9-tetrahydropyrido[3',2':4,5]imidazo[1,2-a]pyrazin-7(5H)-yl)-3-oxopropoxy)propan O1CCN(CC1)C1=CC=2NC3N(CCN(C3)C(CCOCCC)=O)C2N=C1